1-(3-(7-(2-methoxy-4-(pyridin-2-yloxy)phenyl)pyrrolo[1,2-c]pyrimidin-5-yl)pyrrolidin-1-yl)prop-2-en-1-one COC1=C(C=CC(=C1)OC1=NC=CC=C1)C1=CC(=C2N1C=NC=C2)C2CN(CC2)C(C=C)=O